C(C)(C)(C)NC1=NC(=C(C(=N1)C1=CC=C(C=C1)F)C1=CC(=NC=C1)C)NN N-(tert-butyl)-4-(4-fluorophenyl)-6-hydrazino-5-(2-methylpyridin-4-yl)pyrimidin-2-amine